OC1(C(N(CC1)C)=O)C1=NOC(=C1)C=1C=C(C=CC1)C1=CN(C2=NC=CC=C21)C(=O)OC(C)(C)C tert-Butyl 3-(3-(3-(3-hydroxy-1-methyl-2-oxopyrrolidin-3-yl)isoxazol-5-yl)phenyl)-1H-pyrrolo[2,3-b]pyridine-1-carboxylate